(S)-N-(4-amino-3,4-dioxo-1-phenylbutan-2-yl)-5-bromo-2-chlorobenzamide NC(C([C@H](CC1=CC=CC=C1)NC(C1=C(C=CC(=C1)Br)Cl)=O)=O)=O